C1(CC1)C(=O)C1=CSC(=C1)C1=CC=C(C=C1)O[Si](C(C)C)(C(C)C)C(C)C cyclopropyl(5-(4-((triisopropylsilyl)oxy)phenyl)thiophen-3-yl)methanone